2,6-Dimethoxy-benzoylfluorid COC1=C(C(=O)F)C(=CC=C1)OC